N-(5-((6-((R)-3-(3-chloro-2-fluorophenyl)isoxazolidine-2-yl)pyrimidine-4-yl)amino)-2-(4-(4-isopropylpiperazine-1-yl)piperidine-1-yl)-4-methoxyphenyl)acrylamide ClC=1C(=C(C=CC1)[C@@H]1N(OCC1)C1=CC(=NC=N1)NC=1C(=CC(=C(C1)NC(C=C)=O)N1CCC(CC1)N1CCN(CC1)C(C)C)OC)F